NC(CN1N=CC(=C1)C1=CC2=C(N(C=N2)C2=C(C(=C(C(=O)N)C(=C2)OC)OC)CC)C=C1)=O 4-[5-[1-(2-amino-2-oxo-ethyl)pyrazol-4-yl]benzimidazol-1-yl]-ethyl-2,6-dimethoxy-benzamide